5-[(Z)-oct-5-enyl]oxolan-2-one C(CCC\C=C/CC)C1CCC(O1)=O